OC=1C=C(C=CC1)C=1C=C(SC1)C(=O)N1CCNCC1 4-[4-(3-Hydroxyphenyl)thiophene-2-carbonyl]piperazin